(1-methyl-1H-pyrazol-4-yl)methyl-1H-pyrrole-3-carboxylate CN1N=CC(=C1)COC(=O)C1=CNC=C1